NC1=C(SC2=NC(=CC=C21)C)C(=O)N[C@@H]2CC=1C=CC(=NC1CC2)N2C[C@H]([C@@H](C2)NC(C)=O)C(F)F 3-amino-N-[(6S)-2-[(3R,4S)-3-(difluoromethyl)-4-acetamidopyrrolidin-1-yl]-5,6,7,8-tetrahydroquinolin-6-yl]-6-methylthieno[2,3-b]pyridine-2-carboxamide